5-acetyl-2,6-dimethyl-1,2,3,4-tetrahydropyridin-4-one C(C)(=O)C=1C(CC(NC1C)C)=O